indole phosphonium salt [PH4+].N1C=CC2=CC=CC=C12